2-(3-fluorophenyl)-2-(2-(4-(1-methylpiperidin-4-yl)phenyl)-7-oxo-5,7-dihydro-6H-pyrrolo-[3,4-b]pyridin-6-yl)-N-(thiazol-2-yl)acetamide FC=1C=C(C=CC1)C(C(=O)NC=1SC=CN1)N1C(C2=NC(=CC=C2C1)C1=CC=C(C=C1)C1CCN(CC1)C)=O